FC=1C(=C(C=CC1)O)C=1C(=CC2=C(N=C(N=C2N2[C@@H](CNCC2)C)OC[C@H]2N(CCC2)C)N1)F 3-fluoro-2-(6-fluoro-4-((R)-2-methylpiperazin-1-yl)-2-(((S)-1-methylpyrrolidin-2-yl)methoxy)pyrido[2,3-d]pyrimidin-7-yl)phenol